5-(4-methoxystyryl)-2-((1R,6R)-3-methyl-6-(prop-1-en-2-yl)cyclohex-2-enyl)benzene-1,3-diol COC1=CC=C(C=CC=2C=C(C(=C(C2)O)[C@@H]2C=C(CC[C@H]2C(=C)C)C)O)C=C1